8-(4-morpholino-6-(1H-pyrazol-1-yl)-1,3,5-triazin-2-yl)-2-oxa-5,8-diazaspiro[3.5]nonane O1CCN(CC1)C1=NC(=NC(=N1)N1N=CC=C1)N1CCNC2(COC2)C1